FC(OC=1C=C(C=CC1)N1C=CC2=C1N=CNC2=O)(F)F 7-[3-(trifluoromethoxy)phenyl]-3,7-dihydro-4H-pyrrolo[2,3-d]pyrimidin-4-one